pyrrolidine-1,2-dicarboxylic acid 1-(tert-butyl) 2-(3-(2-(dimethylamino) ethyl)-1H-indol-4-yl) ester formate salt C(=O)O.CN(CCC1=CNC2=CC=CC(=C12)OC(=O)C1N(CCC1)C(=O)OC(C)(C)C)C